IC=1C=C(C=CC1)C=1N=C(C2=C(N1)C(=NC=C2)N)C(C)C 2-(3-Iodophenyl)-4-isopropylpyrido[3,4-d]pyrimidin-8-amine